(S)-2-acetamido-4-((6-(2-(4-(4-chlorophenyl)-2,3,9-trimethyl-6H-thieno[3,2-f][1,2,4]triazolo[4,3-a][1,4]diazepin-6-yl)acetamido)hexyl)amino)-N-(4-methyl-5-nitrothiazol-2-yl)benzamide C(C)(=O)NC1=C(C(=O)NC=2SC(=C(N2)C)[N+](=O)[O-])C=CC(=C1)NCCCCCCNC(C[C@H]1C=2N(C3=C(C(=N1)C1=CC=C(C=C1)Cl)C(=C(S3)C)C)C(=NN2)C)=O